C1(CC1)C1=C(C(=NO1)C1=C(C=CC=C1Cl)Cl)COC1CCN(CC1)C1=CC=C(C(=O)NNC(=O)OC(C)(C)C)C=C1 Tert-butyl 2-(4-(4-((5-cyclopropyl-3-(2,6-dichlorophenyl)isoxazol-4-yl)methoxy)piperidin-1-yl)benzoyl)-hydrazinecarboxylate